2-[4-[6-(4-benzyloxycarbonyl-5-methyl-2,3-dihydroquinoxalin-1-yl)-2-methylsulfonyl-7-oxo-pyrido[2,3-d]pyrimidin-8-yl]-2-fluoro-phenoxy]-N,N-dimethyl-ethylamine oxide C(C1=CC=CC=C1)OC(=O)N1CCN(C2=CC=CC(=C12)C)C1=CC2=C(N=C(N=C2)S(=O)(=O)C)N(C1=O)C1=CC(=C(OCC[N+](C)(C)[O-])C=C1)F